4-[4-cyano-6-[1-[(2R)-2-hydroxypropyl]pyrazol-4-yl]-2-methylindazol-3-yl]-N-[(1R)-2,2-difluorocyclopropyl]-2-(difluoromethoxy)-6-methoxybenzamide C(#N)C=1C2=C(N(N=C2C=C(C1)C=1C=NN(C1)C[C@@H](C)O)C)C1=CC(=C(C(=O)N[C@H]2C(C2)(F)F)C(=C1)OC)OC(F)F